COC1=NC(=CC2=CC=CC=C12)C=C 1-Methoxy-3-vinylisoquinoline